FC(C1=CC=C(OC2=C3CCNC(C3=CC=C2)=O)C=C1)(F)F 5-(4-(trifluoromethyl)phenoxy)-3,4-dihydroisoquinolin-1(2H)-one